FC1=C(C(=O)NC2=CC=C(C=C2)C(\C=C\C2=CC=C(C=C2)N(C)CCO)=O)C=C(C=C1)F 2,5-Difluoro-N-[4-[(E)-3-[4-[2-hydroxyethyl(methyl)amino]phenyl]prop-2-enoyl]phenyl]benzamide